FC1(CCC2=C1N=C(N=C2C2=CC=C1CC[C@@H](C1=C2)NS(=O)(=O)C)N2[C@H]([C@@H](C2)O)C)F N-((S)-6-(7,7-difluoro-2-((2S,3R)-3-hydroxy-2-methylazetidin-1-yl)-6,7-dihydro-5H-cyclopenta[d]pyrimidin-4-yl)-2,3-dihydro-1H-inden-1-yl)methanesulfonamide